tricresyl phosphite P(OC1=CC=C(C=C1)C)(OC1=CC=C(C=C1)C)OC1=CC=C(C=C1)C